m-(1-trimethylsilyloxy-1-methylethoxy)-styrene C[Si](OC(C)(OC=1C=C(C=C)C=CC1)C)(C)C